C(#C)C1=CC=C2C=3C(=C(N(C(C13)=O)C1=CC=CC=C1)[C@@H](C)NC(=O)C=1C(=NN3C1N=CC=C3)NS(N)(=O)=O)C=C2 (R)-N-(1-(8-ethynyl-1-oxo-2-phenyl-1,2-dihydrocyclopenta[de]isoquinolin-3-yl)ethyl)-2-(sulfamoylamino)pyrazolo[1,5-a]pyrimidine-3-carboxamide